S(=O)(=O)([O-])[O-].[Mn+2].[Co+2].[Ni+2].S(=O)(=O)([O-])[O-].S(=O)(=O)([O-])[O-] nickel-cobalt-manganese sulfate